COC=1C=C2[C@H](CCOC2=CC1)N[S@@](=O)C(C)(C)C (S)-N-[(S)-6-methoxychroman-4-yl]-2-methylpropan-2-sulfinamide